FC1=C(C=C(C(=C1)S(=O)(=O)C)C)B1OC(C(O1)(C)C)(C)C 2-(2-fluoro-5-methyl-4-methylsulfonyl-phenyl)-4,4,5,5-tetramethyl-1,3,2-dioxaborolane